[N-](S(=O)(=O)C(F)(F)F)S(=O)(=O)C(F)(F)F.FC(S(=O)(=O)NS(=O)(=O)C(F)(F)F)(F)F bis(trifluoromethylsulfonyl)amine (bis(trifluoromethylsulfonyl) imide)